methylenebis(6-tertiary butyl-4-methylphenol) C(C1=C(C(=CC(=C1)C)C(C)(C)C)O)C1=C(C(=CC(=C1)C)C(C)(C)C)O